CCCCC/C=C\C/C=C\CCCCCCCCCCCC(=O)OC[C@H](COP(=O)(O)OC[C@H](CO)O)OC(=O)CCCCC/C=C\C/C=C\C/C=C\C/C=C\CCCCC 1-(13Z,16Z-docosadienoyl)-2-(7Z,10Z,13Z,16Z-docosatetraenoyl)-glycero-3-phospho-(1'-sn-glycerol)